C12CNCC(CC1)N2C2=CC(=C1CN(CC1=C2)C2C(NC(CC2)=O)=O)F 6-(3,8-diazabicyclo[3.2.1]octan-8-yl)-2-(2,6-dioxopiperidin-3-yl)-4-fluoroisoindoline